C1(CC1)COC1=CC(=C2C(NC(=NC2=C1)CSC1CCN(CC1)C1CCN(CC1)C1=C(C=C(C=C1)NC1C(NC(CC1)=O)=O)C(F)(F)F)=O)F 3-((4-(4-(((7-(cyclopropylmethoxy)-5-fluoro-4-oxo-3,4-dihydroquinazolin-2-yl)methyl)thio)-[1,4'-bipiperidin]-1'-yl)-3-(trifluoromethyl)phenyl)amino)piperidine-2,6-dione